1-((3S,4R)-3-fluoro-4-((1-methyl-6-((5-methylthiazol-2-yl)amino)-1H-pyrrolo[3,2-c]pyridin-4-yl)oxy)pyrrolidin-1-yl)prop-2-en-1-one F[C@H]1CN(C[C@H]1OC1=NC(=CC2=C1C=CN2C)NC=2SC(=CN2)C)C(C=C)=O